C1(=CC=CC=C1)N1C2=CC=CC=C2C=2C=C(C=CC12)C1=CC=2N(C3=CC=CC=C3C2C=C1)C1=CC=C(C=C1)C1=CN=C2C(=N1)OC1=C2C=2C=CC=CC2C=C1 9-[4-(9'-phenyl-2,3'-bi-9H-carbazol-9-yl)phenyl]naphtho[1',2':4,5]furo[2,3-b]pyrazine